Cl.C1(CC1)OC1=CC=C(C=C1)N1C(N2C(CN[C@@H](C2)C)=C1C(=O)NCC1=C(C=CC=C1)C=1OC(=NN1)C)=O |o1:17| (R*)-2-(4-cyclopropoxyphenyl)-6-methyl-N-(2-(5-methyl-1,3,4-oxadiazol-2-yl)benzyl)-3-oxo-2,3,5,6,7,8-hexahydroimidazo[1,5-a]pyrazine-1-carboxamide hydrochloride